methyl-3-(1-methylimidazol-4-yl)-4-[[5-[(1s)-1-methylpropyl]-2-pyridyl]amino]benzenesulfonamide CC1=C(C=CC(=C1C=1N=CN(C1)C)NC1=NC=C(C=C1)[C@H](CC)C)S(=O)(=O)N